4-(1-methylpiperidin-4-yl)-5,11-dihydro-4H-3,4,10,11-tetraazadibenzo[cd,h]azulene CN1CCC(CC1)N1CC2=C3C(C=CC3=C3C(C=C2)=CC=NN3)=N1